CN1N=NC(=C1)CC(=O)NC1=NNC(=C1)[C@@H]1C[C@@H](CC1)CCCC (1R,3S)-3-(3-{[(1-methyl-1H-1,2,3-triazol-4-yl)acetyl]amino}-1H-pyrazol-5-yl)cyclopentyl-(2S)-butan